CC(C(=O)O)(CC)NC 2-METHYL-2-(METHYLAMINO)BUTANOIC ACID